cyanobiphenyl methacrylate C(C(=C)C)(=O)O.C(#N)C1=C(C=CC=C1)C1=CC=CC=C1